CCCCCCCCCCCCCCCCCCCCCCCCCCCC=C Nonacosene